amino-3-(trifluoromethyl)-[1,1'-biphenyl]-4-carboxylic acid NC1=C(C=CC(=C1C(F)(F)F)C(=O)O)C1=CC=CC=C1